ClC1=CC=C(C=C1)C1=NC(=NC2=CC=CC=C12)C1=CC=CC=C1 4-(4-chlorophenyl)-2-phenylquinazoline